ClC1=C(SC2=C1C=CC(=C2)C(F)(F)F)C(=O)Cl 3-chloro-6-(trifluoromethyl)benzothiophene-2-carbonyl chloride